C(CC)(=O)OCCC1=CC(=CC=C1)C1=C(C=CC=C1)O 3-(o-hydroxyphenyl)phenethyl alcohol propionate